ethyl-2-propenoate (ethyl acrylate) C(C)C(C(=O)O)=C.C(C)OC(C=C)=O